DG-galactose O=C[C@H](O)[C@@H](O)[C@@H](O)[C@H](O)CO